Benzo-pyrene C1=CC=C2C=CC=3C=CC=C4C5=C(C1=C2C43)C=CC=C5